1-(4-(4-chlorobenzyl)-3,4-dihydroquinoxalin-1(2H)-yl)-2-(piperidin-1-yl)propan-1-one ClC1=CC=C(CN2CCN(C3=CC=CC=C23)C(C(C)N2CCCCC2)=O)C=C1